CC1=NC(=CC=C1S(=O)(=O)N1CC2(CN(C2)CC2=NOC3(CCC3)C2)C1)C(F)(F)F 7-((6-((2-methyl-6-(trifluoromethyl)pyridin-3-yl)sulfonyl)-2,6-diazaspiro[3.3]heptan-2-yl)methyl)-5-oxa-6-azaspiro[3.4]oct-6-ene